6-bromo-1-oxo-1,2,3,4-tetrahydroisoquinoline-4-carboxylic acid BrC=1C=C2C(CNC(C2=CC1)=O)C(=O)O